C(#N)C1=CC(=C(COC=2C=C(C=CC2F)N[C@H]2CN(CC2)CC2=NC3=C(N2C[C@H]2OCC2)C=C(C=C3)C(=O)O)C=C1)F 2-(((R)-3-((3-((4-cyano-2-fluorobenzyl)oxy)-4-fluorophenyl)amino)pyrrolidin-1-yl)methyl)-1-(((S)-oxetan-2-yl)methyl)-1H-benzo[d]imidazole-6-carboxylic acid